(S)-N1-Methyl-5-(3-methylbenzofuran-2-carboxamido)-2-oxo-N6-(2-oxo-1-(2-oxo-2-((1R,2R,4R)-1,7,7-trimethylbicyclo[2.2.1]heptan-2-ylamino)ethyl)-1,2-dihydropyridin-3-yl)hexandiamid CNC(C(CC[C@@H](C(=O)NC=1C(N(C=CC1)CC(N[C@H]1[C@@]2(CC[C@H](C1)C2(C)C)C)=O)=O)NC(=O)C=2OC1=C(C2C)C=CC=C1)=O)=O